CC1=C(C(=CC(=C1)C)C)C(C)=O 2',4',6'-Trimethylacetophenon